(1S)-1-[(2R)-1-benzyl-2-methyl-pyrrolidin-2-yl]ethanol C(C1=CC=CC=C1)N1[C@@](CCC1)(C)[C@H](C)O